12,13-difluoro-15-hydroxy-9-thiatricyclo[9.4.0.0^{3,8}]pentadecan-1(11),3(8),4,6,12,14-hexaen-2-one FC=1C=2CSC=3C=CC=CC3C(C2C(=CC1F)O)=O